p-hydroxyphenylethyl anisate C(C1=CC=C(C=C1)OC)(=O)OCCC1=CC=C(C=C1)O